C(N1C(C2(C=3C1=CN=C(C3)NC3=NC1=C(C=CC=C1C=C3)C(F)(F)F)CCC(CC2)NC(OC(C)(C)C)=O)=O)([2H])([2H])[2H] tert-butyl ((1s,4s)-1'-(methyl-d3)-2'-oxo-5'-((8-(trifluoromethyl)quinolin-2-yl)amino)-1',2'-dihydrospiro[cyclohexane-1,3'-pyrrolo[2,3-c]pyridin]-4-yl)carbamate